[2-[2-[2-(2-Aminoethoxy)ethoxy]ethoxy]ethoxy]propionic acid NCCOCCOCCOCCOC(C(=O)O)C